(1S,4R)-2-methyl-7-azabicyclo[2.2.1]heptane-7-carboxylic acid tert-butyl ester C(C)(C)(C)OC(=O)N1[C@@H]2C(C[C@H]1CC2)C